6-ethynyl-2-(((3R,4R)-3-fluoropiperidin-4-yl)amino)-8-((1R,2R)-2-hydroxy-2-methylcyclopentyl)pyrido[2,3-d]pyrimidin-7(8H)-one C(#C)C1=CC2=C(N=C(N=C2)N[C@H]2[C@@H](CNCC2)F)N(C1=O)[C@H]1[C@](CCC1)(C)O